Cl[Ru-3](C1=NC=CC=C1)(=C1C=C(C2=CC=CC=C12)C1=CC=CC=C1)Cl dichloro-(3-phenyl-1H-inden-1-ylidene)(pyridinyl)ruthenium (II)